C(C)(C)(C)OC(=O)N1CC2(C(N(C3=NC=C(C=C32)Cl)CC3=CC=C(C=C3)OC)=O)C1.N1=CC=C(C=C1)C=CC(=O)C1=C(C(=C(C=C1)OC)OC)OC 3-(pyridin-4-yl)-1-(2,3,4-trimethoxyphenyl)prop-2-en-1-one tert-butyl-5'-chloro-1'-(4-methoxybenzyl)-2'-oxo-1',2'-dihydrospiro[azetidine-3,3'-pyrrolo[2,3-b]pyridine]-1-carboxylate